COCCN1CC2C(C1)CN(C2)C=2OC1=C(N2)C=CC(=C1)N1C=C(C(C=C1C1=CC(=C(C=C1)N1CCCC1)C(F)(F)F)=O)C(=O)O 1-(2-(5-(2-methoxyethyl)hexahydropyrrolo[3,4-c]pyrrol-2(1H)-yl)benzo[d]oxazol-6-yl)-4-oxo-6-(4-(pyrrolidin-1-yl)-3-(trifluoromethyl)phenyl)-1,4-dihydropyridine-3-carboxylic acid